6-[3-(3-bromo-2-methyl-phenoxy)propyl]-2-azaspiro[3.3]heptane BrC=1C(=C(OCCCC2CC3(CNC3)C2)C=CC1)C